2-ethoxy-N-[(1s,4s)-4-{[2-(trifluoromethyl)imidazo[1,2-a]pyridin-5-yl]amino}cyclohexyl]pyridine-4-carboxamide C(C)OC1=NC=CC(=C1)C(=O)NC1CCC(CC1)NC1=CC=CC=2N1C=C(N2)C(F)(F)F